The molecule is a monocarboxylic acid that is nonanoic acid in which one of the methyl hydrogens at position 9 has been replaced by a methylsulfinyl group. It has a role as a plant metabolite. It is a sulfoxide and a monocarboxylic acid. It derives from a nonanoic acid. CS(=O)CCCCCCCCC(=O)O